CC(C[Mg]Cl)CCCCCCCCCCCCCCCC 2-methyloctadecylmagnesium chloride